C(C)OC(\C=C\B1OC(C(O1)(C)C)(C)C)=O (e)-3-(4,4,5,5-tetramethyl-1,3,2-dioxaborolane-2-yl)acrylic acid ethyl ester